6-[5-amino-1-(1-cyano-4-piperidyl)pyrazol-4-yl]-4-[(1R)-1-(5-fluoro-2-pyridyl)ethoxy]pyrazolo[1,5-a]pyridine NC1=C(C=NN1C1CCN(CC1)C#N)C=1C=C(C=2N(C1)N=CC2)O[C@H](C)C2=NC=C(C=C2)F